2-[4-[[[6-[cyclopropyl-[[3-(3-pyridyl)phenyl]methyl]amino]-5-fluoro-pyrimidin-4-yl]amino]methyl]phenyl]acetamide C1(CC1)N(C1=C(C(=NC=N1)NCC1=CC=C(C=C1)CC(=O)N)F)CC1=CC(=CC=C1)C=1C=NC=CC1